diacetyl-tartaric acid C(C)(=O)C(C(C(=O)O)(O)C(C)=O)(O)C(=O)O